dimethyl-phenyl-decyl-ammonium chloride [Cl-].C[N+](CCCCCCCCCC)(C1=CC=CC=C1)C